N1N=CC2=CC=CC(=C12)[C@H](C)NC(=O)C1=CC2=CC=CC(=C2C=C1)C1=CC=C(C=C1)C(F)(F)F N-[(1S)-1-(1H-indazol-7-yl)ethyl]-5-[4-(trifluoromethyl)phenyl]naphthalene-2-carboxamide